[Ru].CC1=C(C(=CC(=C1)C)C)N1C(N(CC1)C1=C(C=C(C=C1C)C)C)=C1C(C(C(CC1)(P(C1CCCCC1)C1CCCCC1)Cl)=CC1=CC=CC=C1)Cl [1,3-bis-(2,4,6-trimethylphenyl)-2-imidazolidinylidene]dichloro(phenylmethylene)(tricyclohexylphosphine) ruthenium